4'H-spiro[fluorene-9,5'-isoxazole] O1N=CCC12C1=CC=CC=C1C=1C=CC=CC12